C1(CCCC1)NC=1C2=C(N=C(N1)NC1=CC=C(C=3CCOC31)C(=O)N3CCOCC3)NC=C2C(F)(F)F (7-((4-(cyclopentylamino)-5-(trifluoromethyl)-7H-pyrrolo[2,3-d]pyrimidin-2-yl)amino)-2,3-dihydrobenzo-furan-4-yl)(morpholino)methanone